N1(N=NC=C1)CCOCC1=CC=C(C=N1)C#CC1=CC=C(C=C1)C1=CC(=NO1)CN1C(=NC=C1)[C@H](C)OC1OCCCC1 5-(4-((6-((2-(1H-1,2,3-triazol-1-yl)ethoxy)methyl)pyridin-3-yl)ethynyl)phenyl)-3-((2-((1S)-1-((tetrahydro-2H-pyran-2-yl)oxy)ethyl)-1H-imidazole-1-yl)methyl)isoxazole